4-(4-methoxyphenyl)methylene-2,6-cyclohexadiene COC1=CC=C(C=C1)C=C1C=CC=CC1